(S)- and (R)-N-(3-chloro-4-(1-methyl-1H-pyrazol-4-yl)phenyl)-2-((4-cyano-phenethyl)amino)-2-phenylacetamide ClC=1C=C(C=CC1C=1C=NN(C1)C)NC([C@H](C1=CC=CC=C1)NCCC1=CC=C(C=C1)C#N)=O |r|